6-chloro-1,3-bis(3-methylphenyl)pyrimidine-2,4(1H,3H)-dione ClC1=CC(N(C(N1C1=CC(=CC=C1)C)=O)C1=CC(=CC=C1)C)=O